OC(CCCCCCCCCCCCCNCCNCCCNCCNCCCCCCCCCCCC)CCCCCCCCCC ((Z)-2-hydroxydodecyl)-13,16,20,23-tetraazapentatricontane